4-amino-N-(3-fluoro-4-(methoxymethyl)phenyl)-7-(1-methylcyclopropyl)-6-(3-morpholinoprop-1-yn-1-yl)-7H-pyrrolo[2,3-d]pyrimidine-5-carboxamide NC=1C2=C(N=CN1)N(C(=C2C(=O)NC2=CC(=C(C=C2)COC)F)C#CCN2CCOCC2)C2(CC2)C